BrC=1C(=C(OCCC[C@H]2C[C@H](N(CC2)CC(=O)NC2=CC=C3C(=NN(C3=C2)C)C2C(NC(CC2)=O)=O)C)C=CC1)C 2-((2R,4R)-4-(3-(3-bromo-2-methylphenoxy)propyl)-2-methylpiperidin-1-yl)-N-(3-(2,6-dioxopiperidin-3-yl)-1-methyl-1H-indazol-6-yl)acetamide